tetramethyl-1,3-divinyldisiloxane C[Si](O[Si](C=C)(C)C)(C=C)C